[NH4+].CC1=C(C(=O)P(C2=CC=CC=C2)(C2=CC=CC=C2)=O)C(=CC(=C1)C)C 2,4,6-trimethylbenzoyldiphenylphosphine oxide, ammonium salt